(2,4-dimethylphenyl)(2-(5-(trifluoromethyl)-1,2,4-oxadiazol-3-yl)-4,7-dihydrothieno[2,3-c]pyridin-6(5H)-yl)methanone CC1=C(C=CC(=C1)C)C(=O)N1CC2=C(CC1)C=C(S2)C2=NOC(=N2)C(F)(F)F